((4'-cyano-3'-fluoro-[1,1'-biphenyl]-4-yl)methyl)carbamic acid tert-butyl ester C(C)(C)(C)OC(NCC1=CC=C(C=C1)C1=CC(=C(C=C1)C#N)F)=O